NC1CCC(CC1)CNC1=CC=2C(CCC(C2C=C1)(C)C)(C)C N-(((1r,4r)-4-aminocyclohexyl)methyl)-5,5,8,8-tetramethyl-5,6,7,8-tetrahydronaphthalen-2-amine